C(C)#N.C(C)#N.C(C)#N.C(C)#N.[Cu] copper tetrakis(acetonitrile)